C(CCCC)NCCN N-pentylethylenediamine